(R*)-(8-bromo-10,11-dihydrobenzo[6,7]oxepino[3,2-b]pyridin-11-yl)methanamine BrC=1C=CC2=C(C[C@@H](C3=NC=CC=C3O2)CN)C1 |o1:7|